1-(Pyridin-2-yl)-2-(spiro[cyclobutane-1,1'-inden]-2'-yl)-1H-indole-6-carbonitrile N1=C(C=CC=C1)N1C(=CC2=CC=C(C=C12)C#N)C=1C2(C3=CC=CC=C3C1)CCC2